[(3R,5S)-3,5-dimethylpiperazin-1-yl]pyrazolo[1,5-a][1,3,5]triazin C[C@@H]1CN(C[C@@H](N1)C)C1=NC=2N(C=N1)N=CC2